ClC=1C=CC2=C(NC(CN2)=O)N1 6-chloro-1,4-dihydropyrido[2,3-b]pyrazin-3(2H)-one